6-chloro-1-(2-chlorophenyl)-7-(2-fluorophenyl)-4-((2S)-2-methyl-4-(2-propenoyl)-1-piperazinyl)pyrido[2,3-d]pyrimidin-2(1H)-one ClC1=CC2=C(N(C(N=C2N2[C@H](CN(CC2)C(C=C)=O)C)=O)C2=C(C=CC=C2)Cl)N=C1C1=C(C=CC=C1)F